F[B-](F)(F)F.F[B-](F)(F)F.CC1=C(C(=C([C-]1CCCCCCO)C)C)C.[C-]1(C(=C(C(=C1C)C)C)C)CCCCCCO.[Fe+2] octamethyl-bis(6-hydroxyhexyl)ferrocene bis(tetrafluoroborate)